FCC1CCC=2C1=NC1=C(C2NC(=O)N=S(=O)(N)C2=CN=C(S2)C(C)(C)O)CCC1 N'-((3-(fluoromethyl)-1,2,3,5,6,7-hexahydrodicyclopenta[b,e]pyridin-8-yl)carbamoyl)-2-(2-hydroxypropan-2-yl)thiazole-5-sulfonimidamide